C1(CC1)C=1C(=C2C=CN(C2=C(C1)C)C(=O)OC(C)(C)C)O[C@H]1[C@@H](C[C@H](CC1)OC)C1=CC=C(C=C1)C(=O)OC |r| racemic-tert-butyl 5-cyclopropyl-4-(((1R*-2S*,4S*)-4-methoxy-2-(4-(methoxycarbonyl)phenyl)cyclohexyl)oxy)-7-methyl-1H-indole-1-carboxylate